FC1=CC(=C(C=C1)NC1=C(C(=O)O)C=C(C=C1)C(F)(F)F)OC 2-((4-fluoro-2-methoxyphenyl)amino)-5-(trifluoromethyl)-benzoic acid